(S)-4-((S)-10-Acryloyl-2-fluoro-5-methyl-14-oxo-8,8a,9,10,11,12-hexahydro-7H,14H-pyrazino[1',2':5,6][1,5]diazocino[3,2,1-hi]indol-3-yl)-2-amino-7-fluorobenzo[b]thiophene-3-carbonitrile C(C=C)(=O)N1C[C@H]2N(C(C=3C=C(C(=C4C=C(N(C34)CC2)C)C2=CC=C(C=3SC(=C(C32)C#N)N)F)F)=O)CC1